ICC1=CCC1 (iodomethyl)cyclobutene